BrC=1C=C(C=CC1)C1(CC(C1)F)C(=O)NN (1s,3s)-1-(3-bromophenyl)-3-fluorocyclobutanecarbohydrazide